CC1=C(C#N)C(=CC=C1)C 2,6-dimethyl-benzonitrile